ClC1=CC2=C(N(C(C(N2C)=O)=O)C2CCN(CC2)C2=NC=C(C=N2)C(=O)NC)N=C1 2-(4-(7-chloro-1-methyl-2,3-dioxo-2,3-dihydropyrido[2,3-b]pyrazin-4(1H)-yl)piperidin-1-yl)-N-methylpyrimidine-5-carboxamide